C(C)(C)(C)OC(=O)N1CC(C1)C=1C=NC(=CC1)C1CC2(C1)CCC2.FC2=NC(=NC(=N2)F)F trifluoros-triazine Tert-Butyl-3-(6-spiro[3.3]heptan-2-yl-3-pyridyl)azetidine-1-carboxylate